N1=NC=C2C1=CN=C2 Pyrrolo[3,4-c]pyrazol